FC1(CCC(CC1)NC1COC2(CN(C2)S(=O)(=O)C2=C(C#N)C=CC(=C2)F)C1)F ((7-((4,4-difluorocyclohexyl)amino)-5-oxa-2-azaspiro[3.4]oct-2-yl)sulfonyl)-4-fluorobenzonitrile